C(C)(C)(C)OC(=O)N[C@H](C(=O)N(C)[C@H](/C=C(/C(=O)N[C@H](CCC(=O)OC(C)(C)C)C(=O)OC(C)(C)C)\C)C(C)C)C(C)(C)C di-tert-butyl ((S,E)-4-((S)-2-((tert-butoxycarbonyl)amino)-N,3,3-trimethylbutanamido)-2,5-dimethylhex-2-enoyl)-D-glutamate